CC1=C(C=CC=C1C1N(CCC2=C1SC(=N2)C(=O)N)CCO)C2=C(C(=CC=C2)C2N(CCC1=C2SC(=N1)C(=O)N)CCO)C (2,2'-dimethyl-[1,1'-biphenyl]-3,3'-diyl)bis(5-(2-hydroxyethyl)-4,5,6,7-tetrahydrothiazolo[5,4-c]pyridine-2-carboxamide)